NC1=NC=CC(=C1Cl)SC=1C=2N(C(=NC1)N1CCC3(CC1)CC=1C(=NC=CC1)[C@H]3N)C=CN2 (S)-1'-(8-((2-amino-3-chloropyridin-4-yl)thio)imidazo[1,2-c]pyrimidin-5-yl)-5,7-dihydrospiro[cyclopenta[b]pyridine-6,4'-piperidine]-7-amine